C[Pd+] methylpalladium(II)